6-[8-[(6-amino-4-fluoro-indan-2-yl)methyl]-2-oxo-1-oxa-3,8-diazaspiro[4.5]decan-3-yl]4H-pyrazino[2,3-b][1,4]oxazin-3-one NC1=CC(=C2CC(CC2=C1)CN1CCC2(CN(C(O2)=O)C2=NC3=C(OCC(N3)=O)N=C2)CC1)F